BrC=1C=C2C=NN(C2=CC1)CC 5-Bromo-1-ethyl-indazole